(1R,3S,5R)-2-(2-(4-amino-5-methoxy-9H-pyrimido[4,5-b]indol-9-yl)acetyl)-N-(6-bromopyridin-2-yl)-5-methyl-2-azabicyclo[3.1.0]hexane-3-carboxamide NC1=NC=NC=2N(C3=CC=CC(=C3C21)OC)CC(=O)N2[C@@H]1C[C@@]1(C[C@H]2C(=O)NC2=NC(=CC=C2)Br)C